ClC1=CC(=C(COC2=NC=3CN(CCC3C=C2Br)C(=O)OC(C)(C)C)C(=C1)F)F tert-butyl 2-((4-chloro-2,6-difluorobenzyl)oxy)-3-bromo-5,8-dihydro-1,7-naphthyridine-7(6H)-carboxylate